α-lactosyl fluoride [C@H]1([C@H](O)[C@@H](O)[C@H](O[C@H]2[C@H](O)[C@@H](O)[C@@H](O)[C@H](O2)CO)[C@H](O1)CO)F